1,3-bisphenyltriazenide C1(=CC=CC=C1)[N-]N=NC1=CC=CC=C1